4-((4-chloro-1H-pyrazol-1-yl)methyl)-N-(5-(N-(2,6-dimethylphenyl)sulfamoyl)-6-methoxypyridin-3-yl)benzamide ClC=1C=NN(C1)CC1=CC=C(C(=O)NC=2C=NC(=C(C2)S(NC2=C(C=CC=C2C)C)(=O)=O)OC)C=C1